CC1(CC(CCC1)O)C 3,3-dimethylcyclohexanol